C(=C(Cl)Cl)Cl The molecule is a member of the class of chloroethenes that is ethene substituted by chloro groups at positions 1, 1 and 2. It has a role as an inhalation anaesthetic and a mouse metabolite.